6-((R)-2-(2,5-Difluorophenyl)pyrrolidin-1-yl)-3-nitro-2-((3-(1S,3R)-hydroxycyclohexyl)ureido)pyridine FC1=C(C=C(C=C1)F)[C@@H]1N(CCC1)C1=CC=C(C(=N1)NC(=O)N[C@@H]1C[C@@H](CCC1)O)[N+](=O)[O-]